C(C)OC(=O)C=1C=NN(C1C(OCC)OCC)CC1=CC=CC=C1 1-benzyl-5-(diethoxymethyl)-1H-pyrazole-4-carboxylic acid ethyl ester